1-(5-chloro-3-fluoropyridin-2-yl)-3-(hydroxymethyl)-3-methyl-4-(4-(trifluoromethyl)benzyl)piperazine-2,5-dione ClC=1C=C(C(=NC1)N1C(C(N(C(C1)=O)CC1=CC=C(C=C1)C(F)(F)F)(C)CO)=O)F